1-tridecyl alcohol C(CCCCCCCCCCCC)O